C(C)OC(=C)C1=C(C(=NC=C1)OCC(C)(O)C)F 1-((4-(1-ethoxyvinyl)-3-fluoropyridin-2-yl)oxy)-2-methylpropan-2-ol